FC(C1=CC=C(/C=C/C2=CC3=C(B(OC3)O)C=C2)C=C1)(F)F (E)-5-(4-(trifluoromethyl)styryl)benzo[c][1,2]oxaborol-1(3H)-ol